silicon boron [B].[Si]